tert-butyl 4-[4-(5-acetyl-3-iodo-6,7-dihydro-4H-pyrazolo[4,3-c]pyridin-1-yl)cyclohexoxy]piperidine-1-carboxylate C(C)(=O)N1CC2=C(CC1)N(N=C2I)C2CCC(CC2)OC2CCN(CC2)C(=O)OC(C)(C)C